NC(C(=O)NC(C(=O)NC(CC1=NC=CC=C1)C1=CC=CC=C1)(C)C)C 2-aminopropanamido-2-methyl-N-(2-(2-pyridyl)-1-(phenyl)ethyl)propanamide